3-(DIHYDROXYBORYL)-4-METHOXYPYRIDINIUM OB(C=1C=[NH+]C=CC1OC)O